C(#N)C=1C=C(C=CC1)S(=O)(=O)NC1CC(C1)NC1=C2C(=NC=C1C=1C=C(C(=O)NC)C=CN1)NC=C2 2-(4-(((1s,3s)-3-((3-cyanophenyl)sulfonamido)cyclobutyl)amino)-1H-pyrrolo[2,3-b]pyridin-5-yl)-N-methylisonicotinamide